3-(2-(4-bromobenzyloxy)-naphthalene-1-yl)-1-propanol BrC1=CC=C(COC2=C(C3=CC=CC=C3C=C2)CCCO)C=C1